4-(5-((3,4-difluorobenzyl)carbamoyl)thiophen-2-yl)-6-(4-fluorophenethyl)-2-isobutyl-5-(1-methyl-1H-pyrazol-3-yl)nicotinamide FC=1C=C(CNC(=O)C2=CC=C(S2)C2=C(C(=NC(=C2C(=O)N)CC(C)C)CCC2=CC=C(C=C2)F)C2=NN(C=C2)C)C=CC1F